N-[(1R)-1-[3-chloro-6-(ethylamino)pyridin-2-yl]ethyl]propionamide ClC=1C(=NC(=CC1)NCC)[C@@H](C)NC(CC)=O